FC(C1=C(C=CC=C1)[C@H]1NCCC1)(F)F (S)-2-(2-(trifluoromethyl)phenyl)pyrrolidin